C(C)(C)(C)C1=NSC(=C1)NC(=O)C1=NC=NC(=C1)C1=CC(=C(C=C1)Cl)Cl 6-(3,4-Dichloro-phenyl)-pyrimidine-4-carboxylic acid (3-tert-butyl-isothiazol-5-yl)-amide